BrC=1C=CC2=C(N(C(N2)=O)C2CCC(CC2)(F)F)C1 6-Bromo-1-(4,4-difluorocyclohexyl)-1,3-dihydro-2H-benzo[d]imidazol-2-one